2-(3-methyl-1,2-oxazol-5-yl)-1-(5-methylfuran-2-yl)ethan-1-one CC1=NOC(=C1)CC(=O)C=1OC(=CC1)C